N1=CN=C2NC=NC2=C1N[C@@H](CC)/C(/C(=O)[O-])=C(\C(=O)[O-])/C1=CC(=CC=C1)F (S)-2-(1-(9H-purin-6-ylamino)propyl)-3-(3-fluorophenyl)-fumarate